pentaerythritol tetra-(3-laurylthiopropionate) C(CCCCCCCCCCC)CCC(=S)OCC(COC(CCCCCCCCCCCCCC)=S)(COC(CCCCCCCCCCCCCC)=S)COC(CCCCCCCCCCCCCC)=S